3-N-[2,5-difluoro-4-[[6-methoxy-7-(2-methoxyethoxy)-1,5-naphthyridin-4-yl]oxy]phenyl]-4-hydroxy-2,6-dimethylpyridine-3,5-dicarboxamide FC1=C(C=C(C(=C1)OC1=CC=NC2=CC(=C(N=C12)OC)OCCOC)F)NC(=O)C=1C(=NC(=C(C1O)C(=O)N)C)C